1-(4-methoxyphenyl)-2-methyl-2-propylamine benzoate C(C1=CC=CC=C1)(=O)O.COC1=CC=C(C=C1)CC(C)(C)N